(βS)-β-chloro-N-methyl-N-(phenylmethyl)-6-(trifluoromethyl)-3-pyridylethylamine Cl[C@H](CN(CC1=CC=CC=C1)C)C=1C=NC(=CC1)C(F)(F)F